C(C)(C)(C)OC(=O)N=C1N(C=CN1C)CC=1C=C2C([C@H](COC2=C(C1)C1=C(C=C(C=C1)F)C)CC=1C=CC(=C(C(=O)O)C1)F)=O (S)-5-((6-((2-((tert-butoxycarbonyl)imino)-3-methyl-2,3-dihydro-1H-imidazol-1-yl)methyl)-8-(4-fluoro-2-methylphenyl)-4-oxochroman-3-yl)methyl)-2-fluorobenzoic acid